C(C)(C)(C)OC(=O)N1C=CC2=CC=C(C=C12)OC(=O)OC(C)(C)C 6-((tert-butoxycarbonyl)oxy)-1H-indole-1-carboxylic acid tert-butyl ester